6-(4-chlorophenyl)-N-(1-(cyanomethyl)-4-methylpiperidin-4-yl)-2-(1-methyl-1H-pyrazol-4-yl)pyrimidine-4-formamide ClC1=CC=C(C=C1)C1=CC(=NC(=N1)C=1C=NN(C1)C)C(=O)NC1(CCN(CC1)CC#N)C